Citric acid mono-hydrate O.C(CC(O)(C(=O)O)CC(=O)O)(=O)O